ClC1=CC(=C(C=C1)C1=NC(=CC2=C1N=CN(C2=O)C)N2C[C@@H](C(CC2)(F)F)C=2C=NN(C2)C)F 8-(4-chloro-2-fluoro-phenyl)-6-[(3S)-4,4-difluoro-3-(1-methylpyrazol-4-yl)-1-piperidyl]-3-methyl-pyrido[3,4-d]pyrimidin-4-one